4-(6-benzyloxy-2-bromo-3,4-dihydronaphthalen-1-yl)phenol C(C1=CC=CC=C1)OC=1C=C2CCC(=C(C2=CC1)C1=CC=C(C=C1)O)Br